C1(=CC=CC=C1)SCCNC1=C(C=C(C=C1)S(=O)(=O)N1NC=CC=C1)C(F)(F)F N-[4-(2-phenylsulfanylethylamino)-3-(trifluoromethyl)phenyl]sulfonylpyridazine